FC(CNC[C@@]1(C(C1)(F)F)COC1=NC2=C(C(=C(C=C2C(=N1)N1C[C@@]2(CCC(C1)N2)C)F)C2(CC1=CC=CC=C1C=C2)O)F)F 2-(((R)-1-(((2,2-difluoroethyl)amino)methyl)-2,2-difluoro-cyclopropyl)methoxy-6,8-difluoro-4-((1S)-1-methyl-3,8-diazabicyclo-[3.2.1]octan-3-yl)quinazolin-7-yl)naphthalen-2-ol